ClC1=NC=C(C(=N1)NCC=1SC=CN1)C(=O)N 2-chloro-4-((thiazol-2-ylmethyl)amino)pyrimidin-5-carboxamide